3-ethyl-3-{4-[4-(3,5,6-trimethylpyridin-2-yl)piperazine-1-carbonyl]phenyl}pyrrolidine-2,4-dione C(C)C1(C(NCC1=O)=O)C1=CC=C(C=C1)C(=O)N1CCN(CC1)C1=NC(=C(C=C1C)C)C